O1CN=C2C1=CN=C2 pyrrolo[3,4-d]oxazole